C(C)C1=CC=CC(=N1)C=1N=C2N(N=C(C=C2)OC([2H])([2H])[2H])C1C(=O)N[C@@H]1C(NC2=C(C(=N1)C1=CC=CC=C1)C=CC=C2F)=O 2-(6-Ethylpyridin-yl)-N-[(3S)-9-fluoro-2-oxo-5-phenyl-1,3-dihydro-1,4-benzodiazepin-3-yl]-6-(2H3)methoxyimidazo[1,2-b]pyridazine-3-carboxamide